3-(5-(benzyloxy)-1-(3,3-difluorocyclobutyl)-2-isopropyl-1H-indol-3-yl)benzoic acid C(C1=CC=CC=C1)OC=1C=C2C(=C(N(C2=CC1)C1CC(C1)(F)F)C(C)C)C=1C=C(C(=O)O)C=CC1